methyl pentanedioate C(CCCC(=O)[O-])(=O)OC